C/C(/C(=O)OCC)=C/C(=O)OCC Diethyl (Z)-2-methylbut-2-endioat